N,N,N',N'-Tetramethyl-O-(1H-benzotriazol-1-yl)-uronium hexafluorophosphate F[P-](F)(F)(F)(F)F.C[N+](=C(ON1N=NC2=C1C=CC=C2)N(C)C)C